C(C1=CC=CC=C1)N1C(C=2C=C(C(=NC2C=C1)C)C(=O)NCC1=CC=C(C=C1)C)=O 6-benzyl-2-methyl-N-(4-methylbenzyl)-5-oxo-5,6-dihydro-1,6-naphthyridine-3-carboxamide